CN1C(=NC=C1)C=O 1-METHYL-1H-IMIDAZOLE-2-CARBALDEHYDE